N1=C(N=CC2=C1C=CS2)N2CCCCC2 1-(thieno[3,2-d]pyrimidin-2-yl)piperidin